FC=1C=2N(C=C(C1)N)N=CN2 8-fluoro-[1,2,4]triazolo[1,5-a]pyridin-6-amine